1-(6-ethyl-2-methylpyridin-3-yl)-N-((5-phenyl-1,3,4-thiadiazol-2-yl)methyl)-1H-1,2,3-triazole-4-carboxamide C(C)C1=CC=C(C(=N1)C)N1N=NC(=C1)C(=O)NCC=1SC(=NN1)C1=CC=CC=C1